2-(2-propylphenyl)ethan-1-ol diethyl-(9S,10R)-9-((2-(4-(4-chlorobenzoyl)phenoxy)-2-methylpropanoyl)oxy)-10-methoxy-2,2,17,17-tetramethyloctadecanedioate C(C)C(C(C(=O)O)(C)C)(CCCCC[C@@H]([C@@H](CCCCCCC(C(=O)O)(C)C)OC)OC(C(C)(C)OC1=CC=C(C=C1)C(C1=CC=C(C=C1)Cl)=O)=O)CC.C(CC)C1=C(C=CC=C1)CCO